4-amino-6-[[16-[(6-carboxypyridin-2-yl)methyl]1,4,10,13-tetraoxa-7,16-diazacyclooctadec-7-yl]methyl]pyridine-2-carboxylic acid NC1=CC(=NC(=C1)CN1CCOCCOCCN(CCOCCOCC1)CC1=NC(=CC=C1)C(=O)O)C(=O)O